The molecule is an omega-hydroxy fatty acid comprising heptanoic acid which is substituted by a hydroxy group at position 7. It is an omega-hydroxy fatty acid, a medium-chain fatty acid and a straight-chain fatty acid. It derives from a heptanoic acid. C(CCCO)CCC(=O)O